NC=1C=C(C(=NC1)C1=NOC(=N1)CCCC(=O)OCC)C Ethyl 4-[3-(5-amino-3-methylpyridin-2-yl)-1,2,4-oxadiazol-5-yl]butanoate